C(C)C1=C2C(=CC(=CC2=CC=C1F)O)C1=C(C=2N=C(N=C(C2C=N1)OCC(F)(F)F)OCC12CCCN2CCC1)F 5-ethyl-6-fluoro-4-(8-fluoro-2-((hexahydro-1H-pyrrolizin-7a-yl)methoxy)-4-(2,2,2-trifluoroethoxy)pyrido[4,3-d]pyrimidin-7-yl)naphthalen-2-ol